OC1=C(C(=CC(=C1)C)C)C1=CC=C(N=N1)N1CC2(C1)CCC(CC2)O 2-[6-(2-hydroxy-4,6-dimethyl-phenyl)pyridazin-3-yl]-2-azaspiro[3.5]nonan-7-ol